BrC=1C=C2C(=C3C(N(C(C13)(O)C1=C(C=CC(=C1)F)Cl)CC1=CC=C(C=C1)OC)=O)N=C(S2)C 5-bromo-6-(2-chloro-5-fluorophenyl)-6-hydroxy-7-[(4-methoxyphenyl)methyl]-2-methyl-7,8-dihydro-6H-[1,3]thiazolo[4,5-e]isoindol-8-one